N-(4-(((R)-1-Hydroxy-4-methylpentan-2-yl)amino)-6-(2-(2-methyl-3-oxo-1,2,3,4-tetrahydroisoquinolin-7-yl)propyl)-1,3,5-triazin-2-yl)methanesulfonamide OC[C@@H](CC(C)C)NC1=NC(=NC(=N1)CC(C)C1=CC=C2CC(N(CC2=C1)C)=O)NS(=O)(=O)C